2,4,8,10-tetraoxa-3,9-dithiaspiro[5.5]undecane-3,3,9,9-tetraoxide C1OS(OCC12COS(OC2)(=O)=O)(=O)=O